N[C@@]1(O)C[C@@H](O)[C@H](O)[C@H](O1)CO amino-2-deoxy-alpha-D-glucose